8-nitro-1,2,4a,5-tetrahydrobenzo[b]pyrazino[1,2-d][1,4]oxazine-3(4H)-carboxylic acid [N+](=O)([O-])C=1C=CC2=C(OCC3N2CCN(C3)C(=O)O)C1